FC(C=1C=C(C(=NC1NC(CCC=C)(C)C)C(=O)NN)[N+](=O)[O-])F 5-(difluoromethyl)-6-(1,1-dimethylpent-4-enylamino)-3-nitro-pyridine-2-carbohydrazide